tert-butyl 9-(5-bromo-2-pyridyl)-3,9-diazaspiro[5.5]undecane-3-carboxylate BrC=1C=CC(=NC1)N1CCC2(CCN(CC2)C(=O)OC(C)(C)C)CC1